NC1=C2C(=NC=N1)N(N=C2C=2C=NC=C(C2)O)C(C)C=2OC(C1=CC=CC=C1C2C2=CC(=CC=C2)CN(C)C)=O 3-(1-(4-Amino-3-(5-hydroxypyridin-3-yl)-1H-pyrazolo[3,4-d]pyrimidin-1-yl)ethyl)-4-(3-((dimethylamino)methyl)phenyl)-1H-isochromen-1-one